(4-ethoxy-2,3-difluorophenyl)dimethoxyborane C(C)OC1=C(C(=C(C=C1)B(OC)OC)F)F